IC1=CC=C(C=C1)NC(=O)N1CCC(CC1)N1C(NC2=C1C=CC=C2C)=O N-(4-iodophenyl)-4-(4-methyl-2-oxo-2,3-dihydro-1H-1,3-benzodiazol-1-yl)piperidine-1-carboxamide